CSSCCCCC pentyl methyl disulfide